7-[3,3-bis(hydroxymethyl)azetidin-1-yl]-6-fluoro-4-oxo-N-[1,1,1,2,2-pentafluoro-pentan-3-yl]-1-(2,4,6-trifluorophenyl)-1,4-dihydro-1,8-naphthyridine-3-carboxamide OCC1(CN(C1)C1=C(C=C2C(C(=CN(C2=N1)C1=C(C=C(C=C1F)F)F)C(=O)NC(C(C(F)(F)F)(F)F)CC)=O)F)CO